[Pd].C1(=CC=CC=C1)P(C1=CC=CC=C1)C1=CC=CC=C1 [triphenylphosphine] Palladium (0)